Cl.C1(=CC=CC=C1)NS(=O)(=O)CC N-phenylethane-1-sulfonylamine hydrochloride